C1CN(CCC12CCNCC2)C(=O)[O-] 3,9-diazaspiro[5.5]undecan-3-carboxylate